methacryloxy-γ-butyrolactone C(C(=C)C)(=O)OC1C(=O)OCC1